bis(3-mercapto-3-methylbutyl)diethylene glycol bis(3-mercapto-3-methylbutyl)butyrate SC(CCC(C(=O)O)(CC)CCC(C)(S)C)(C)C.SC(CCC(COCCO)(CCC(C)(S)C)O)(C)C